(S)-1-Boc-2-Azetidinemethanol C(=O)(OC(C)(C)C)N1[C@@H](CC1)CO